(5-bromo-2-((2-methoxyethoxy)methoxy)benzyl)boric acid BrC=1C=CC(=C(COB(O)O)C1)OCOCCOC